(2-amino-3-(3-((6-(3-chlorophenoxy)pyridin-3-yl)methyl)isoxazol-5-yl)pyridin-1-ium-1-yl)methyl hydrogen phosphate P(=O)(OC[N+]1=C(C(=CC=C1)C1=CC(=NO1)CC=1C=NC(=CC1)OC1=CC(=CC=C1)Cl)N)(O)[O-]